NC1=NC(=NN1C(=O)C=1SC=CC1C)NC1=CC=C(C=C1)S(=O)(=O)N1CCN(CC1)CC=1C=C2C(N(C(C2=CC1)=O)N1C(NC(CC1)=O)=O)=O 5-((4-((4-((5-amino-1-(3-methylthiophene-2-carbonyl)-1H-1,2,4-triazol-3-yl)amino)phenyl)sulfonyl)piperazin-1-yl)methyl)-2-(2,4-dioxotetrahydropyrimidin-1(2H)-yl)isoindoline-1,3-dione